N-((1-methyl-3-oxo-2,3,5,6,7,8-hexahydroisoquinolin-4-yl)methyl)-5-nitrofuran-2-carboxamide CC=1NC(C(=C2CCCCC12)CNC(=O)C=1OC(=CC1)[N+](=O)[O-])=O